C1(CCCCC1)C1=CC=C(CN(C(=O)[C@H]2N(CC2)S(=O)(=O)C2=C(C(=C(C(=C2F)F)F)F)F)C2=CC(=C(C(=O)O)C=C2)O)C=C1 (S)-4-(N-(4-cyclohexylbenzyl)-1-((perfluorophenyl)-sulfonyl)azetidine-2-carboxamido)-2-hydroxybenzoic acid